O[C@@H](CCCCC(C(=O)OCC)(C)C)[C@H](CCCCCC(C(=O)OCC)(C)C)O diethyl (7S,8S)-7,8-dihydroxy-2,2,14,14-tetramethylpentadecanedioate